phenylsulfonium phosphate P(=O)([O-])([O-])[O-].C1(=CC=CC=C1)[SH2+].C1(=CC=CC=C1)[SH2+].C1(=CC=CC=C1)[SH2+]